2-ethylpentan C(C)C(C)CCC